tin tetrabutoxide [O-]CCCC.[O-]CCCC.[O-]CCCC.[O-]CCCC.[Sn+4]